((3-Cyclopropyl-5-(2-phenylacetamido)phenyl)-carbamoyl)(3-(pyridin-2-ylmethyl)-1,2,3-oxadiazol-3-ium-5-yl)amide C1(CC1)C=1C=C(C=C(C1)NC(CC1=CC=CC=C1)=O)NC(=O)[N-]C1=C[N+](=NO1)CC1=NC=CC=C1